4-chloro-N-(2-methoxyethyl)-3-nitrobenzamide ClC1=C(C=C(C(=O)NCCOC)C=C1)[N+](=O)[O-]